C(C)(C)(C)[C@]12N(C[C@@H](NC1)C2)C(=O)O tert-butyl-(1s,4s)-2,5-diazabicyclo[2.2.1]heptane-2-carboxylic acid